FC1=CC=C(C=C1)C=1C=C2C(=NC=NC2=C(C1)OC)NCC1=C2C=CN(C2=CC=C1)C 6-(4-Fluorophenyl)-8-methoxy-N-[(1-methylindol-4-yl)methyl]quinazolin-4-amine